5-formyl-4-methoxy-2-phenyl-1-[[4-[2-(n-butyloxycarbonylsulfonamido)-5-isobutyl-3-thienyl]-2-chlorophenyl]methyl]imidazole C(=O)C1=C(N=C(N1CC1=C(C=C(C=C1)C1=C(SC(=C1)CC(C)C)NS(=O)(=O)C(=O)OCCCC)Cl)C1=CC=CC=C1)OC